C(C)(C)(C)C1=CC(=C(C=C1)C=1N([C@@H]([C@@H](N1)C1=CC=C(C=C1)Cl)C1=CC=C(C=C1)Cl)C(=O)N1CCN(CC1)CCCC#C)OCC ((4S,5R)-2-(4-(tert-butyl)-2-ethoxyphenyl)-4,5-bis(4-chlorophenyl)-4,5-dihydro-1H-imidazol-1-yl)(4-(pent-4-yn-1-yl)piperazin-1-yl)methanone